IC=1N=CN(C1)CCCC(=O)OC(C)(C)C tert-Butyl 4-(4-iodo-1H-imidazol-1-yl)butanoate